S-(7-oxo-7-((4-(4-(pyrrolidin-1-yl) phenyl)thiazol-2-yl)amino)heptyl) 3-phenylpropane-thioate C1(=CC=CC=C1)CCC(SCCCCCCC(NC=1SC=C(N1)C1=CC=C(C=C1)N1CCCC1)=O)=O